(S)-(perfluorophenyl)(pyridin-2-yl)methanol FC1=C(C(=C(C(=C1F)F)F)F)[C@H](O)C1=NC=CC=C1